ClC=1C(=C(C(=NC1)O)C#N)OC 5-chloro-2-hydroxy-3-cyano-4-methoxypyridine